rac-N-((2S,3R,4S)-2-{[2-(3,5-difluoro-phenyl)-1,3-thiazol-4-yl]methyl}-4-fluoro-1-(1-hydroxycyclobutane-1-carbonyl)pyrrolidin-3-yl)methane-sulfonamide FC=1C=C(C=C(C1)F)C=1SC=C(N1)C[C@@H]1N(C[C@@H]([C@@H]1NS(=O)(=O)C)F)C(=O)C1(CCC1)O |r|